[I-].C(#N)CC1N(C2=CC=CC=C2C=C1)C 2-cyanomethyl-1-methylquinoline iodide